O=C1NC(CCC1N1C(C2=CC=CC(=C2C1)CNC(=O)C1CN(C1)C(=O)OC(C)(C)C)=O)=O tert-butyl 3-[[2-(2,6-dioxo-3-piperidyl)-1-oxo-isoindolin-4-yl]methylcarbamoyl]azetidine-1-carboxylate